CC1=CC(=NN1)C(C)(C)O 2-(5-methyl-1H-pyrazol-3-yl)propan-2-ol